COC(=O)C12CC(C1)(C2)CN2C(N1[C@@H](CN(CC1)C(=O)OC(C)(C)C)C2)=O tert-butyl (R)-2-((3-(methoxycarbonyl)bicyclo[1.1.1]pentan-1-yl)methyl)-3-oxohexahydroimidazo[1,5-a]pyrazine-7(1H)-carboxylate